6-chloro-N-(4-((6-ethylpyridin-3-yl)oxy)-3-methylphenyl)pyrido[3,4-d]pyrimidin-4-amine ClC1=CC2=C(N=CN=C2NC2=CC(=C(C=C2)OC=2C=NC(=CC2)CC)C)C=N1